[1,4'-bipiperidine]-1'-yl-(3-(2-(dimethylamino)ethyl)-1H-indol-1-yl)methanone N1(CCCCC1)C1CCN(CC1)C(=O)N1C=C(C2=CC=CC=C12)CCN(C)C